C(C1=CC=CC=C1)OC(=O)N1CC(CC(C1)O[Si](C1=CC=CC=C1)(C1=CC=CC=C1)C(C)(C)C)(C(=O)O)C(F)F 1-((benzyloxy)carbonyl)-5-((tert-butyldiphenylsilyl)oxy)-3-(difluoromethyl)piperidine-3-carboxylic acid